FC(S(=O)(=O)C1=NC=CC=C1)(F)F trifluoromethyl-sulfonyl-pyridine